ClC1=NC2=CC=CC=C2C(=N1)C1=CC=CC=C1 2-chloro-4-Phenylquinazoline